(4S*)-4-Ethyl-2,3,4,5-tetrahydropyrido[2,3-f][1,2]thiazepine 1,1-dioxide C(C)[C@@H]1CNS(C2=C(C1)N=CC=C2)(=O)=O |o1:2|